2-(Benzylsulfonyl)-4-(thiophen-2-yl)-6-(trifluoromethyl)pyrimidine C(C1=CC=CC=C1)S(=O)(=O)C1=NC(=CC(=N1)C=1SC=CC1)C(F)(F)F